3-hexyloxy-N,N-diethylpropanamide C(CCCCC)OCCC(=O)N(CC)CC